(3ar,5s,6as)-4-({2-[(1-ethyl-1H-1,2,4-triazol-3-yl)-carbamoyl]-hexahydrocyclopenta[c]pyrrol-5-yl}-methyl-amino)-1H-pyrrolo[2,3-b]pyridine-5-carbonitrile C(C)N1N=C(N=C1)NC(=O)N1C[C@@H]2[C@H](C1)CC(C2)N(C2=C1C(=NC=C2C#N)NC=C1)C